6-(6-Cyclobutyl-1H-pyrrolo[2,3-b]pyridin-3-yl)-4-((1-methylpiperidin-4-yl)oxy)quinazoline C1(CCC1)C1=CC=C2C(=N1)NC=C2C=2C=C1C(=NC=NC1=CC2)OC2CCN(CC2)C